2-chloro-2',4',5',6'-tetrahydro-5H-spiro[furo[3,4-d]pyrimidin-7,3'-pyran]-5-one ClC=1N=CC2=C(N1)C1(COCCC1)OC2=O